BrC1=C(C=CC=C1)C([2H])([2H])N1CCNCC1 ((2-bromophenyl)methyl-d2)piperazine